COC=1C=C(C=CC1OCCCN1CCOCC1)NC1=NC=CC(=N1)NC=1C=NC2=CC=CC=C2C1 2-[3-methoxy-4-(3-morpholinopropoxy)phenylamino]-4-(3-quinolylamino)pyrimidine